S1C(=CC2=C1C=CC=C2)NC(=O)C21CCCC(CCC2)(C1)C N-(1-benzothien-2-yl)-5-methylbicyclo[3.3.1]nonane-1-carboxamide